BrC=1C=C(C(=NC1)N)C=1N=NN(C1)C1CCOCC1 5-bromo-3-(1-(tetrahydro-2H-pyran-4-yl)-1H-1,2,3-triazol-4-yl)pyridin-2-amine